8-((1-(4-fluorophenyl)-5-(4-isopropylphenyl)-1H-1,2,4-triazol-3-yl)methyl)-1,4-dioxa-8-azaspiro[4.5]decane FC1=CC=C(C=C1)N1N=C(N=C1C1=CC=C(C=C1)C(C)C)CN1CCC2(OCCO2)CC1